FC1(CCC(CC1)CN[C@H]1[C@H](CCC1)OC=1C=C2CN(C(C2=CC1)=O)C1C(NC(CC1)=O)=O)F 3-(5-(((1S,2R)-2-(((4,4-difluorocyclohexyl)methyl)amino)cyclopentyl)oxy)-1-oxoisoindolin-2-yl)piperidine-2,6-dione